[(3-[4-[2-(2-amino-3-pyridyl)-5-(2-fluorophenyl)imidazo[4,5-b]pyridin-3-yl]phenyl]pyrrolidin-1-yl)methyl]cyclohexanecarboxylate NC1=NC=CC=C1C1=NC=2C(=NC(=CC2)C2=C(C=CC=C2)F)N1C1=CC=C(C=C1)C1CN(CC1)COC(=O)C1CCCCC1